(S)-2-(5-amino-2-(furan-2-yl)-7H-pyrazolo[4,3-e][1,2,4]triazolo[1,5-c]pyrimidin-7-yl)-(trans)-N-(4-hydroxy-4-methylcyclohexyl)-2-phenylpropanamide NC1=NC2=C(C=3N1N=C(N3)C=3OC=CC3)C=NN2[C@@](C(=O)NC2CCC(CC2)(C)O)(C)C2=CC=CC=C2